6-(4-chlorophenyl)-N-[(2S)-1-hydroxypropan-2-yl]-3-oxo-2-phenyl-2,3-dihydropyridazine-4-carboxamide ClC1=CC=C(C=C1)C=1C=C(C(N(N1)C1=CC=CC=C1)=O)C(=O)N[C@H](CO)C